(E)-5-methyl-4-(4-trifluoromethylbenzylidene)-2-phenyl-2,4-dihydro-3H-pyrazol-3-one CC=1\C(\C(N(N1)C1=CC=CC=C1)=O)=C/C1=CC=C(C=C1)C(F)(F)F